CNC(=O)C=1C2=C(NN1)C1=C(OC2)C=CC=C1 N-methyl-1,4-dihydrobenzopyrano[4,3-c]pyrazole-3-carboxamide